bis(4-acryloxyethoxy-3,5-dibromophenyl)sulfone C(C=C)(=O)OCCOC1=C(C=C(C=C1Br)S(=O)(=O)C1=CC(=C(C(=C1)Br)OCCOC(C=C)=O)Br)Br